O=C1NC(CCC1N1CC=2C(N(C=CC2C1=O)C1CC2(C1)CCN(CC2)C(=O)OC(C)(C)C)=O)=O.O[Si](O[Si](O)(C)C)(C)C 1,3-dihydroxytetramethyl disiloxane tert-butyl 2-(2-(2,6-dioxopiperidin-3-yl)-1,4-dioxo-1,2,3,4-tetrahydro-5H-pyrrolo[3,4-c]pyridin-5-yl)-7-azaspiro[3.5]nonane-7-carboxylate